FC(CC)(F)C1=C(O[C@H](C(=O)O)C)C=C(C(=C1)C=C)F (2S)-2-[2-(1,1-difluoropropyl)-4-vinyl-5-fluorophenoxy]propanoic acid